(1R,3S)-3-(3-{[(5-methyl-1,3,4-thiadiazol-2-yl)acetyl]amino}-1H-pyrazol-5-yl)cyclopentyl (2S)-butan-2-ylcarbamate C[C@@H](CC)NC(O[C@H]1C[C@H](CC1)C1=CC(=NN1)NC(CC=1SC(=NN1)C)=O)=O